[I-].N1=C(C=CC=C1)C(CN1CC=CC=C1)=O N-[(2'-pyridyl)-2-oxoethyl]pyridine iodide